N-(2,6-difluorophenyl)trimethylacetamide FC1=C(C(=CC=C1)F)NC(C(C)(C)C)=O